C(C1=CC=CC=C1)C1(CCC1)CNC(=O)C1NC(COC1)=O N-((1-benzylcyclobutyl)methyl)-5-oxomorpholine-3-carboxamide